N-(bicyclo[1.1.1]pentan-1-yl)-2-((2,4-dibromo-5-methoxyphenyl)sulfonamido)-4-methoxybutanamide C12(CC(C1)C2)NC(C(CCOC)NS(=O)(=O)C2=C(C=C(C(=C2)OC)Br)Br)=O